7-isopropyl-1,4-dimethyl-azulene-3-sulfonic acid sodium salt [Na+].C(C)(C)C1=CC=C(C2=C(C=C(C2=C1)C)S(=O)(=O)[O-])C